N-(3-(1H-imidazol-1-yl)benzyl)-N-(3-methoxybenzyl)-3-((2-(2-morpholinoethoxy)ethoxy)methyl)aniline N1(C=NC=C1)C=1C=C(CN(C2=CC(=CC=C2)COCCOCCN2CCOCC2)CC2=CC(=CC=C2)OC)C=CC1